C(C)(C)C=1C(=NNC1C=1C=C(C=2N(C1)N=CN2)C)C2=CC=C(C=C2)C2CNCCO2 2-(4-(4-isopropyl-5-(8-methyl-[1,2,4]triazolo[1,5-a]pyridin-6-yl)-1H-pyrazol-3-yl)phenyl)morpholine